C(C)[C@H]1CN(CCN1C(C(F)(F)F)=O)C(=O)C=1C=C(CN2C(NC(C3=CC=CC=C23)=O)=O)C=CC1F (S)-1-(3-(3-ethyl-4-trifluoroacetyl-piperazine-1-carbonyl)-4-fluorobenzyl)quinazoline-2,4(1H,3H)-dione